C1(=CC=CC=C1)C(C(=O)O)(CCCCCCCC)C1=CC=CC=C1 diphenyldecanoic acid